3'-fluoro-2',3'-dideoxythymidine CC1=CN(C(=O)NC1=O)[C@H]2C[C@@H]([C@H](O2)CO)F